2-methyl-N-(2-oxopyrrolidin-3-yl)-5-((2-(trifluoromethyl)pyridin-3-yl)methoxy)benzofuran-3-carboxamide CC=1OC2=C(C1C(=O)NC1C(NCC1)=O)C=C(C=C2)OCC=2C(=NC=CC2)C(F)(F)F